4-chloro-3-{3-[(4,4-difluorocyclohexyl)methoxy]-4-fluorophenyl}-1-{[2-(trimethylsilyl)ethoxy]methyl}-1H-pyrrolo[3,2-c]pyridine ClC1=NC=CC2=C1C(=CN2COCC[Si](C)(C)C)C2=CC(=C(C=C2)F)OCC2CCC(CC2)(F)F